tert-butyl 4-chloro-3-(2-ethoxy-2-oxo-ethoxy)-5-[3-(4-piperidyloxy)phenyl]thiophene-2-carboxylate ClC=1C(=C(SC1C1=CC(=CC=C1)OC1CCNCC1)C(=O)OC(C)(C)C)OCC(=O)OCC